ClC=1C=CC(=C(C1)C1=NN(C=C1NC(=O)C=1C=NN2C1N=CC=C2)CC(=O)N(C)CCO)OC N-(3-(5-chloro-2-methoxyphenyl)-1-(2-((2-hydroxyethyl)(methyl)amino)-2-oxoethyl)-1H-pyrazol-4-yl)pyrazolo[1,5-a]pyrimidine-3-carboxamide